N1(C=NC=C1)CCN1C(N(C2=CC=CC=C2C1=O)CC1=CC=C(C(=O)NO)C=C1)=O 4-((3-(2-(1H-imidazol-1-yl)ethyl)-2,4-dioxo-3,4-dihydroquinazolin-1(2H)-yl)methyl)-N-hydroxybenzamide